cyclopropyl-5-(2-methyl-4-pyridyl)-6-nitro-benzimidazole C1(CC1)C=1NC2=C(N1)C=C(C(=C2)C2=CC(=NC=C2)C)[N+](=O)[O-]